C1=CC=CC=2C3=CC=CC=C3C(C12)COC(=O)N[C@H]1[C@H](CCC1)CCC(=O)O 3-((1R,2R)-2-((((9H-fluoren-9-yl)methoxy)carbonyl)amino)cyclopentyl)propanoic acid